NC1=NC=NN2C1=C(C=C2C=2C=C(C(=NC2C)C)C(=O)N[C@@H]2CN(C[C@@H]2F)C(=O)C2(CC2)F)C(F)(F)F 5-[4-amino-5-(trifluoromethyl)pyrrolo[2,1-f][1,2,4]triazin-7-yl]-N-[(3R,4S)-4-fluoro-1-(1-fluorocyclopropanecarbonyl)pyrrolidin-3-yl]-2,6-dimethylpyridine-3-carboxamide